ClC1=CC2=C(N3C(CCO2)=CC=N3)C(=C1)C1=CC=C3C(=CN=NC3=C1)NCC1=C(C=C(C=C1)OC)OC 7-(8-chloro-4,5-dihydropyrazolo[5,1-d][1,5]benzooxazepin-10-yl)-N-[(2,4-dimethoxyphenyl)methyl]cinnolin-4-amine